2-Methyl-5-(3-(trifluoromethoxy)phenyl)-N-(3-(3,3,3-trifluoro-2-hydroxy-2-methylpropyl)-1,2,4-Thiadiazol-5-yl)thiophene-3-carboxamide CC=1SC(=CC1C(=O)NC1=NC(=NS1)CC(C(F)(F)F)(C)O)C1=CC(=CC=C1)OC(F)(F)F